butyl N,N-dipropan-2-ylphosphoramidite CC(C)N(P(OCCCC)[O-])C(C)C